N1(C=CC=C1)C=1C=C(C=CC1)C1=C(C(=NC(=C1C#N)OC)N)C#N 4-(3-(1H-pyrrol-1-yl)phenyl)-2-amino-6-methoxypyridine-3,5-dinitrile